2-[[(1R,3S)-3-(7-acetyl-6,8-dihydro-5H-[1,2,4]triazolo[4,3-a]pyrazin-3-yl)cyclohexyl]amino]-4-(oxetan-3-yloxy)pyrimidine-5-carbonitrile C(C)(=O)N1CC=2N(CC1)C(=NN2)[C@@H]2C[C@@H](CCC2)NC2=NC=C(C(=N2)OC2COC2)C#N